O1C2(OCC1)CCC1(CC2)OC2=C(C1)C=CC=C2 3H-dispiro[1-benzofuran-2,1-cyclohexane-4',2''-[1,3]dioxolane]